N-(5-(6-ethoxypyrazin-2-yl)pyridin-2-yl)-2-fluorobutyramide C(C)OC1=CN=CC(=N1)C=1C=CC(=NC1)NC(C(CC)F)=O